2-[3-(trimethoxysilyl)propyl]-1,1,3,3-tetramethylguanidine CO[Si](CCCN=C(N(C)C)N(C)C)(OC)OC